4-(4-acryloyl-2-methylpiperazin-1-yl)-1-(2-isopropyl-4-methylpyridin-3-yl)-7-(2-methoxyphenyl)-2-oxo-1,2-dihydropyrido[2,3-d]pyrimidine-6-carbonitrile C(C=C)(=O)N1CC(N(CC1)C=1C2=C(N(C(N1)=O)C=1C(=NC=CC1C)C(C)C)N=C(C(=C2)C#N)C2=C(C=CC=C2)OC)C